ethyl 5-cyclopropyl-2,4-dioxopentanoate C1(CC1)CC(CC(C(=O)OCC)=O)=O